O1N=NC2=C1C=CN=N2 azaazaazaazabenzofurane